C1(=CC=CC=C1)C1OC(C2=C(O1)C=CC=C2)=S 2-phenyl-4H-benzo[d][1,3]dioxin-4-thione